BrC1=CC(=C(C=C1)\C(\C)=N/S(=O)C(C)(C)C)OCOC (Z)-N-(1-(4-bromo-2-(methoxymethoxy)phenyl)ethylidene)-2-methylpropane-2-sulfinamide